C(C)[C@]1(C(=NC2=C(C=C(C=C12)B1OC(C(O1)(C)C)(C)C)F)C)C |r| (±)-3-Ethyl-7-fluoro-2,3-dimethyl-5-(4,4,5,5-tetramethyl-1,3,2-dioxaborolane-2-yl)-3H-indole